[6-(6-fluoro-7-methoxy-imidazo[1,2-a]pyridin-3-yl)-pyrimidin-4-yl]-[4-(1-methyl-1H-pyrazol-4-yl)-benzyl]-amine FC=1C(=CC=2N(C1)C(=CN2)C2=CC(=NC=N2)NCC2=CC=C(C=C2)C=2C=NN(C2)C)OC